[Si](C)(C)(C(C)(C)C)OCCOC1=NC(=CC(=C1)C=1C=C(N)C=CC1C)Cl 3-(2-(2-((tert-butyldimethylsilyl)oxy)ethoxy)-6-chloropyridin-4-yl)-4-methylaniline